{S}-2-(((S)-{((2R,3S-5R)-5-(6-amino-2-fluoro-9H-purin-9-yl)-2-ethynyl-3-hydroxytetrahydrofuran-2-yl)methoxy}(phenoxy)phosphoryl)amino)-3-(3,5-difluorophenyl)propanoate NC1=C2N=CN(C2=NC(=N1)F)[C@H]1C[C@@H]([C@@](O1)(C#C)CO[P@](=O)(OC1=CC=CC=C1)N[C@H](C(=O)[O-])CC1=CC(=CC(=C1)F)F)O